(2S)-2-[[(2R,4R)-2,4-dimethylazetidine-1-carbonyl]amino]-4-[2-ethoxyethyl-[4-(5,6,7,8-tetrahydro-1,8-naphthyridin-2-yl)butyl]amino]butanoic acid C[C@H]1N([C@@H](C1)C)C(=O)N[C@H](C(=O)O)CCN(CCCCC1=NC=2NCCCC2C=C1)CCOCC